NC1=NC=C(C2=C1C(=C(N2C)C2=C(C=C(C=C2)NC(C(=C)C)=O)F)C2=CC=C(C=C2)OC2CCCCC2)C#N N-(4-(4-amino-7-cyano-3-(4-(cyclohexyloxy)phenyl)-1-methyl-1H-pyrrolo[3,2-c]pyridin-2-yl)-3-fluorophenyl)methacrylamide